5-((1-(4-(2-(2-aminopyridin-3-yl)-3H-imidazo[4,5-b]pyridin-3-yl)benzyl)piperidin-4-yl)amino)picolinonitrile NC1=NC=CC=C1C1=NC=2C(=NC=CC2)N1C1=CC=C(CN2CCC(CC2)NC=2C=CC(=NC2)C#N)C=C1